F[C@@H]1[C@H](CNCC1)NC1=CN=CC(=N1)C1=CN=C2N1C=C(C(=C2)OC)C(C)(C)O 2-(3-(6-(((3S,4S)-4-fluoropiperidin-3-yl)amino)pyrazin-2-yl)-7-methoxyimidazo[1,2-a]pyridin-6-yl)propan-2-ol